N1C=C(C2=CC=CC=C12)CC1C(NC(S1)=O)=O 5-((1H-indol-3-yl)methyl)thiazolidine-2,4-dione